CC1=C(C(=CC=C1)CC)NC(CC)OC N-(2-methyl-6-ethylphenyl)-1-methoxypropylamine